benzyl (7-((1-(4-((2,6-dioxopiperidin-3-yl)amino)-2-fluoro-5-methoxyphenyl)piperidin-4-yl)methyl)-7-azaspiro[3.5]nonan-2-yl)carbamate O=C1NC(CCC1NC1=CC(=C(C=C1OC)N1CCC(CC1)CN1CCC2(CC(C2)NC(OCC2=CC=CC=C2)=O)CC1)F)=O